N1=C(C=CC=C1)C1COCOC1 5-(2-pyridinyl)-1,3-dioxan